3,5-DIFLUORo-BENZYLAMID FC=1C=C(C[NH-])C=C(C1)F